ClC=1C=C(CC=2C(=NC3=CC=C(C=C3C2N)C=2C(=NOC2C)C)N2CCN(CC2)CCN(C)C)C=CC1 (3-chlorobenzyl)-2-(4-(2-(dimethylamino)ethyl)piperazin-1-yl)-6-(3,5-dimethylIsoxazol-4-yl)quinolin-4-amine